C(C=C)N(C(=O)[C@H]1N(CCC1)S(=O)(=O)C1=C(C=C(C=C1)C)N1C[C@H](CC1)C=C)C1CCC(CC1)(F)F |&1:23| (S)-N-allyl-N-(4,4-difluorocyclohexyl)-1-((4-methyl-2-((RS)-3-vinylpyrrolidin-1-yl)phenyl)sulfonyl)pyrrolidine-2-carboxamide